FC1=CC=C(C=C1)C=1C=C2C=CC=NC2=C2C1C=CC=C2 6-(4-fluorophenyl)benzo[h]quinoline